NC=1C=CC(=C2CN(C(C12)=O)CC(C#N)=C)C=1C=CC2=C(C(=NO2)C)C1 2-[[7-amino-4-(3-methyl-1,2-benzoxazol-5-yl)-1-oxo-isoindolin-2-yl]methyl]prop-2-enenitrile